dinitroamine platinum nitrate [N+](=O)([O-])[O-].[Pt+2].[N+](=O)([O-])N[N+](=O)[O-].[N+](=O)([O-])[O-]